C1(CC1)C1=CC(=NC(=N1)N1C=NC=C1)C(=O)NC1CCC(CC1)OCCOC 6-cyclopropyl-2-(1H-imidazol-1-yl)-N-((1r,4r)-4-(2-methoxyethoxy)cyclohexyl)pyrimidine-4-carboxamide